ClC1=C(C=C(C(=C1)NC1=CC(=C(C=C1)F)OC(F)F)C)N=CN(C)CC N'-(2-chloro-4-((3-(difluoromethoxy)-4-fluorophenyl)amino)-5-methylphenyl)-N-ethyl-N-methylformimidamide